11-hydroxy-1,4-androstadiene-3,17-dione OC1[C@@H]2[C@]3(C=CC(C=C3CC[C@H]2[C@@H]2CCC([C@@]2(C)C1)=O)=O)C